[C@H](C)(CC)OC1=CC=2N(C=C1C(=O)NC=1C(N(C=CC1)C1C(C1)F)=O)C=C(N2)C21COC(C2)(C1)C 7-((S)-sec-butoxy)-N-(1-cis-(2-fluorocyclopropyl)-2-oxo-1,2-dihydropyridin-3-yl)-2-(1-methyl-2-oxabicyclo[2.1.1]hexan-4-yl)imidazo[1,2-a]pyridine-6-carboxamide